(rac)-((1s,3s)-3-Hydroxy-3-methylcyclobutyl)(6-(1-phenylethyl)-2-azaspiro[3.3]heptan-2-yl)methanone OC1(CC(C1)C(=O)N1CC2(C1)CC(C2)[C@@H](C)C2=CC=CC=C2)C |r|